COC=1C2=C(N=C(N1)NC1CCN(CC1)C(C)=O)NC=C2C=2C=CC=1N(C2)C(=NN1)C 1-(4-((4-methoxy-5-(3-methyl-[1,2,4]triazolo[4,3-a]pyridin-6-yl)-7H-pyrrolo[2,3-d]pyrimidin-2-yl)amino)piperidin-1-yl)ethan-1-one